triiso-propyl borate B(OC(C)C)(OC(C)C)OC(C)C